Pyrrolinedione N1C=CC(C1=O)=O